C(C1=CC=CC=C1)(=O)OC(C=1N(C=2CC(CC(C2C1)=O)(C)C)C1=CC=CC=C1)C1=CC(=CC=C1)Br (3-bromophenyl)(6,6-dimethyl-4-oxo-1-phenyl-4,5,6,7-tetrahydro-1H-indol-2-yl)methyl benzoate